2-ethyl-4-(7-((1-methyl-1H-indazol-6-yl)oxy)imidazo[1,2-a]pyridin-5-yl)benzamide C(C)C1=C(C(=O)N)C=CC(=C1)C1=CC(=CC=2N1C=CN2)OC2=CC=C1C=NN(C1=C2)C